COC=1C=2N(N=C(C1)B1OC(C(O1)(C)C)(C)C)C=C(N2)C 8-methoxy-2-methyl-6-(4,4,5,5-tetramethyl-1,3,2-dioxaborolan-2-yl)imidazo[1,2-b]pyridazine